Cl.NC1=NC2=C(C=3N1N=C(N3)C=3OC=CC3)SC(N2CCN2CCN(CC2)C2=C(C=C(C(=C2)OCCS(=O)C)F)F)=O (-)-5-amino-3-(2-(4-(2,4-difluoro-5-(2-(methylsulfinyl)ethoxy)phenyl)piperazin-1-yl)ethyl)-8-(furan-2-yl)thiazolo[5,4-e][1,2,4]triazolo[1,5-c]pyrimidin-2(3H)-one hydrochloride